C(C1=CC=CC=C1)C1=C(N=C(N1C1=CC(=CC=C1)F)N)C1=CC=CC=C1 benzyl-1-(3-fluorophenyl)-4-phenyl-1H-imidazol-2-amine